C(C1=CC=CC=C1)NC(=O)C12C(C3C(CN1)C(CN3CC(C)C)C2)CCCCNC(=O)OC(C)(C)C N-benzyl-1-isobutyl-7-(4-((tert-butoxycarbonyl)amino)butyl)octahydro-6H-3,6-methanopyrrolo[3,2-c]pyridine-6-carboxamide